1-(2,6-dimethoxyphenyl)-2-(6-ethoxypyridin-2-yl)-1H-imidazo[4,5-b]pyrazin-6-yl-3-hydroxy-3-methylbutane-1-sulfonamide COC1=C(C(=CC=C1)OC)N1C(=NC=2C1=NC(=CN2)C(CC(C)(C)O)S(=O)(=O)N)C2=NC(=CC=C2)OCC